ClC=1C=C2C(=C(N(C2=CC1)C(=O)OC(C)(C)C)C=1C=C(C=2N(C1)N=CN2)C)C(C)C tert-butyl 5-chloro-3-isopropyl-2-(8-methyl-[1,2,4]triazolo[1,5-a]pyridin-6-yl)-1H-indole-1-carboxylate